C(C1=CC=CC=C1)SC1=NN(C2=CN=CC=C21)C(C(=O)OC)(C)C methyl 2-(3-(benzylthio)-1H-pyrazolo[3,4-c]pyridin-1-yl)-2-methylpropanoate